BrCC1(CO1)C 2-(bromomethyl)-2-methyl-epoxyethane